selenoindole-5-carboxylic acid methyl ester COC(=[Se])C=1C=C2C=CNC2=CC1